BrC=1C=C(C(=NC1Br)C)CCS(=O)(=O)O.CC1(OB(OC1(C)C)CCC1=CC=C(C=C1)C(F)(F)F)C 4,4,5,5-tetramethyl-2-[2-[4-(trifluoromethyl)phenyl]ethyl]-1,3,2-dioxaborolane (5,6-dibromo-2-methylpyridin-3-yl)methyl-methanesulfonate